8-Amino-7-(3-hydroxy-2,6-dimethylphenyl)-5-methyl-2,3-dihydropyrrolo[2,3-d]imidazo[2,1-f]pyrimidine-9-carboxamide NC1=C(C2=C(N=C(N3C2=NCC3)C)N1C1=C(C(=CC=C1C)O)C)C(=O)N